C1(CC1)NC(=O)C1=CC=C(C=N1)C=1CCN(CC1)CC=1C=NC=2C=C(C(NC2C1)=O)C1CC1 N-cyclopropyl-1'-((7-cyclopropyl-6-oxo-5,6-dihydro-1,5-naphthyridin-3-yl)methyl)-1',2',3',6'-tetrahydro-[3,4'-bipyridine]-6-carboxamide